C(CCCCCCCCCCCCCCCCC)C(C(=S)[O-])(C)CCCCCCCCCCCCCCCCCC distearylthiopropionate